2-(trifluoromethyl)benzyl bromide FC(C1=C(CBr)C=CC=C1)(F)F